benzyl (S)-3-bromo-2-((tert-butoxycarbonyl)amino)propanoate BrC[C@H](C(=O)OCC1=CC=CC=C1)NC(=O)OC(C)(C)C